FC([C@H]1N(SOC1)C(=O)OCC1=CC=CC=C1)(F)F |o1:2| benzyl (4S*)-4-(trifluoromethyl)-1,2,3-oxathiazolidine-3-carboxylate